CC1(C(CCC1)[Mg]Cl)Cl 1-methyl-1-chlorocyclopentyl-magnesium chloride